CN(CCNC1=NC(=NC2=CC=CC=C12)NCCC1=CC=C(C=C1)F)C N4-(2-(dimethylamino)ethyl)-N2-(4-fluorophenethyl)quinazoline-2,4-diamine